C1C=CC2=CC(=CC=C12)O indene-5-ol